FCC=1[C@@H]([C@@H]([C@H]([C@@H](C1)NCC1CCC(CC1)C(F)(F)F)O)O)O (1S,2S,3S,6R)-4-(fluoromethyl)-6-(((4-(trifluoromethyl)cyclohexyl)methyl)amino)cyclohex-4-ene-1,2,3-triol